CN(C1=CC=C(C(=O)NC=2C=C3C=C(NC3=CC2)/C=C/C(=O)O)C=C1)C (E)-3-(5-(4-(dimethylamino)benzamido)-1H-indol-2-yl)acrylic acid